1-(4-(5-(2,3-difluoro-4-methoxyphenyl)-1-methyl-1H-imidazole-2-carboxamido)-2-ethylbenzoyl)piperidine-4-carboxylic acid FC1=C(C=CC(=C1F)OC)C1=CN=C(N1C)C(=O)NC1=CC(=C(C(=O)N2CCC(CC2)C(=O)O)C=C1)CC